SCC(=O)NCCCCCC1=NC(=NC=C1C(=O)N)NC(CC1=CC=CC=C1)=O (5-(2-mercaptoacetylamino)pentyl)-2-(N-phenylacetylamino)pyrimidine-5-carboxamide